OC(C(=O)O)CCNCC1=CC=C(C=C1)OC 2-hydroxy-4-((4-methoxybenzyl)amino)butanoic acid